COC1=CC=C(CN2C(C=CC=C2C)=O)C=C1 1-(4-methoxybenzyl)-6-methylpyridin-2(1H)-one